8-(benzyloxy)-2,5-dimethyl-7,9-dioxo-N-(2,4,6-trifluorobenzyl)-2,5,7,9-tetrahydro-1,6-methanopyrido[1,2-b][1,2,5]triazonine-10-carboxamide C(C1=CC=CC=C1)OC=1C(C(=CN2N3C(C=CC(N(C(C21)=O)C3)C)C)C(=O)NCC3=C(C=C(C=C3F)F)F)=O